6-(5-fluoro-2-methyl-4-nitrophenoxy)-2-methyl-2H-indazole FC=1C(=CC(=C(OC=2C=CC3=CN(N=C3C2)C)C1)C)[N+](=O)[O-]